(S)-N-(4-cyclobutyl-1-methyl-5-(4-(methylsulfonyl)phenyl)-1H-pyrazol-3-yl)-2-(2,2,3,3-tetrafluorocyclobutyl)acetamide C1(CCC1)C=1C(=NN(C1C1=CC=C(C=C1)S(=O)(=O)C)C)NC(C[C@@H]1C(C(C1)(F)F)(F)F)=O